N[C@@H](C[C@H]1C(NCC1)=O)C(COC1=C(C=CC=C1F)F)=O (s)-3-((s)-2-amino-4-(2,6-difluorophenoxy)-3-oxobutyl)pyrrolidin-2-one